(R)-5-{4-[4-(3,5-dimethylpyridin-2-yl)piperazine-1-carbonyl]phenyl}-5-propylimidazolidine-2,4-dione CC=1C(=NC=C(C1)C)N1CCN(CC1)C(=O)C1=CC=C(C=C1)[C@@]1(C(NC(N1)=O)=O)CCC